FC(C=1N=C(NC1)C(=O)OCC)(F)F ethyl 4-(trifluoromethyl)-1H-imidazole-2-carboxylate